2-((3,3-dimethylcyclohexyl)methoxy)-2-methylpropan-1-ol CC1(CC(CCC1)COC(CO)(C)C)C